ClC1=CC=C(CC2NC(N(C2)C2(CC3=CC=C(C=C3C2)NC([C@H](C2CCCCC2)NC(=O)C2=CC=NN2C)=O)C(NC)=O)=O)C=C1 N-((1S)-2-((2-(4-(4-chlorobenzyl)-2-oxoimidazolidin-1-yl)-2-(methylcarbamoyl)-2,3-dihydro-1H-inden-5-yl)amino)-1-cyclohexyl-2-oxoethyl)-1-methyl-1H-pyrazole-5-carboxamide